S1C=C(C=C1)C(=O)[O-] thiophene-3-carboxylate